3-difluoromethyl-1-methyl-5-nitro-1H-benzo[d]imidazol-2(3H)-one FC(N1C(N(C2=C1C=C(C=C2)[N+](=O)[O-])C)=O)F